N2-[(3R)-1-(6-Methylpyridazin-3-yl)pyrrolidin-3-yl]-1,3,4-thiadiazole-2,5-diamine CC1=CC=C(N=N1)N1C[C@@H](CC1)NC=1SC(=NN1)N